COC[C@@H](C(=O)NCC1=CC=CC2=CC=CC=C12)NC([C@H](CC(=O)NC1COC1)NS(=O)(=O)C)=O (S)-N1-((S)-3-methoxy-1-((naphthalen-1-ylmethyl)amino)-1-oxopropan-2-yl)-2-(methylsulfonamido)-N4-(oxetan-3-yl)succinamide